NC12CCN(CC2C1)C(=O)OC(C)(C)C tert-butyl 6-amino-3-azabicyclo[4.1.0]heptane-3-carboxylate